(E)-2-(4-Fluorophenylvinyl)-3-hydroxy-6-(hydroxymethyl)-4H-pyran-4-one FC1=CC=C(C=C1)/C=C/C=1OC(=CC(C1O)=O)CO